ClC1=CC(=C(C=O)C=C1)OC1=CC=C(C=C1)N1C=NC(=C1C)[C@@H](C)N(C)C (R)-4-chloro-2-(4-(4-(1-(dimethylamino)ethyl)-5-methyl-1H-imidazol-1-yl)phenoxy)benzaldehyde